di(o-methylphenyl) diselenide CC1=C(C=CC=C1)[Se][Se]C1=C(C=CC=C1)C